BrC=1C=CC2=C(C(=NO2)CN2CCN(CC2)C)C1 5-bromo-3-((4-methylpiperazin-1-yl)methyl)benzo[d]Isoxazole